N1=C(C=NC2=CC=CC=C12)C(=O)N[C@@H](CC1=CC=CC=C1)C(=O)OC Methyl (quinoxaline-2-carbonyl)-L-phenylalaninate